[Pd](Cl)Cl.[Ni] nickel-palladium chloride